6-(Cyclopropanecarboxamido)-N-(methyl-d3)-4-((4-oxo-5-(1,1,1-trifluoropropan-2-yl)-4,5-dihydrothieno[2,3-d]pyridazin-3-yl)amino)nicotinamide C1(CC1)C(=O)NC1=NC=C(C(=O)NC([2H])([2H])[2H])C(=C1)NC1=CSC=2C=NN(C(C21)=O)C(C(F)(F)F)C